2,7-dimethylquinazolin CC1=NC2=CC(=CC=C2C=N1)C